CN(C1CN(CC1)C1=C(C=C(C=C1)N1C=NC(=C1)NC=1N=CC(=NC1)C#N)F)C 5-((1-(4-(3-(Dimethylamino)pyrrolidin-1-yl)-3-fluorophenyl)-1H-imidazol-4-yl)amino)pyrazine-2-carbonitrile